P([O-])([O-])(=O)N.[N+3].P([O-])([O-])(=O)N.P([O-])([O-])(=O)N.[N+3] nitrogen (phosphoramidate)